(E)-4-chloro-1-(4-fluorophenyl)-4-methylpent-2-en-1-one ClC(/C=C/C(=O)C1=CC=C(C=C1)F)(C)C